3-methyl-N-[[rac-(1R,3S)-3-[(6-morpholinosulfonyl-1,3-benzothiazol-2-yl)amino]cyclopentyl]methyl]isoxazole-5-carboxamide CC1=NOC(=C1)C(=O)NC[C@H]1C[C@H](CC1)NC=1SC2=C(N1)C=CC(=C2)S(=O)(=O)N2CCOCC2 |r|